FC1(OC=2C(=CC3=C(N=C(S3)NC([C@H](C)N3C[C@H](C(CC3)(F)F)C3=CC(=[N+](C=C3)[O-])[C@H](CO)O)=O)C2)O1)F 4-((R)-1-((S)-1-((2,2-difluoro-[1,3]dioxolo[4',5':4,5]benzo[1,2-d]thiazol-6-yl)amino)-1-oxopropan-2-yl)-4,4-difluoropiperidin-3-yl)-2-((R)-1,2-dihydroxyethyl)pyridine 1-oxide